2-chloro-4-(1H-pyrazol-4-yl)-6-(trifluoromethyl)pyridine ClC1=NC(=CC(=C1)C=1C=NNC1)C(F)(F)F